N1C(=NC=C1)C1CCN(CC1)C(=O)C1=CC=C2C(=CNC2=C1)C=1C=2C=CNC2C=CC1 (4-(1H-imidazol-2-yl)piperidin-1-yl)(1H,1'H-[3,4'-biindol]-6-yl)methanone